N-(trimenthylsilyl)imidazole tert-butyl-(E)-3-(6-azidoquinolin-3-yl)acrylate C(C)(C)(C)OC(\C=C\C=1C=NC2=CC=C(C=C2C1)N=[N+]=[N-])=O.C1(CC(C(CC1)C(C)C)[Si](N1C=NC=C1)(C1CC(CCC1C(C)C)C)C1CC(CCC1C(C)C)C)C